C(CCCCCCC\C=C/CCCCCC)(=O)OCCCCCCCCCCCCCCCCCCCCCCCCCCCCCCCCCCCCO 36-hydroxyhexatriacontyl palmitoleate